FC1=C(C=C(C=C1)C=1C2=C(N=NC1)N(C=N2)C(C)C)B(O)O (2-fluoro-5-(7-isopropyl-7H-imidazo[4,5-c]pyridazin-4-yl)phenyl)boronic acid